CC1=CC=C(C=C1)S(=O)(=O)[O-].COC1=CC=C(C=C1)[S+](C1=CC=CC=C1)C1=CC=CC=C1 4-methoxyphenyldiphenylsulfonium p-toluenesulfonate